4-methyl-2-(1-methylpyrazol-4-yl)pyrimidine CC1=NC(=NC=C1)C=1C=NN(C1)C